(3S,6S,10aR)-6-amino-5,9-dioxo-N-((R)-1,2,3,4-tetrahydronaphthalen-1-yl)decahydropyrrolo[1,2-a]azocine-3-carboxamide N[C@H]1CCC(C[C@@H]2N(C1=O)[C@@H](CC2)C(=O)N[C@@H]2CCCC1=CC=CC=C21)=O